1-(4-(4-(chloromethyl)benzyl)piperazin-1-yl)ethan-1-one tert-butyl-4-(4-((3-(tert-butoxy)-3-oxopropyl)amino)-2-methyl-phenyl)piperazine-1-carboxylate C(C)(C)(C)OC(=O)N1CCN(CC1)C1=C(C=C(C=C1)NCCC(=O)OC(C)(C)C)C.ClCC1=CC=C(CN2CCN(CC2)C(C)=O)C=C1